(RS)-α-cyano-3-phenoxybenzyl-(Z)-(1RS)-cis-3-(2-chloro-3,3,3-trifluoro propenyl)-2,2-dimethylcyclopropanecarboxylate C(#N)[C@@H](C1=CC(=CC=C1)OC1=CC=CC=C1)OC(=O)[C@H]1C([C@H]1\C=C(\C(F)(F)F)/Cl)(C)C |&1:2|